NC1=NC=C(C(=C1)C#N)Br 2-Amino-5-bromopyridine-4-carbonitrile